ClC=1C=C2C(N(C(=NC2=CC1)NC1=CC=C(C=C1)CN(C)CC)C1=CC=CC=C1)=O 6-chloro-2-(4-{[ethyl(methyl)amino]methyl}anilino)-3-phenylquinazolin-4(3H)-one